3-Glycidyl-oxypropyl-ethyldiethoxysilan C(C1CO1)OCCC[Si](OCC)(OCC)CC